F[P-](F)(F)(F)(F)F.Br[P+](N1CCCC1)(N1CCCC1)N1CCCC1 Bromotris(pyrrolidinyl)phosphonium hexafluorophosphate